CC1=NN(C=C1NC1=NC=C(C(=N1)NCCCNC(=O)C1CCC1)C(F)(F)F)C1CN(CC1)C N-(3-((2-((3-methyl-1-(1-methylpyrrolidin-3-yl)-1H-pyrazol-4-yl)amino)-5-(trifluoromethyl)pyrimidin-4-yl)amino)propyl)cyclobutanecarboxamide